N(=[N+]=[N-])CC1(COC1)C 3-azidomethyl-3-methyl-oxetane